NCC#CC1=CC=CC(=N1)C(=O)NC1C(NC(CC1)=O)=O 6-(3-aminoprop-1-yn-1-yl)-N-(2,6-dioxopiperidin-3-yl)picolinamide